BrC1=CC=C(C=C1)S(=O)C(F)(F)F 1-bromo-4-(trifluoromethylsulfinyl)benzene